C(COCC(=O)[O-])(=O)OCC ethyl diglycolate